tert-butyl (7-(2-(2,6-dioxopiperidin-3-yl)-1-oxoisoindoline-5-carboxamido)heptyl)carbamate O=C1NC(CCC1N1C(C2=CC=C(C=C2C1)C(=O)NCCCCCCCNC(OC(C)(C)C)=O)=O)=O